5-chloro-3-(quinazolin-6-yl)thieno[3,2-b]pyridine ClC1=CC=C2C(=N1)C(=CS2)C=2C=C1C=NC=NC1=CC2